lauryldimethylmethylacrylamidopropylammonium chloride [Cl-].C(CCCCCCCCCCC)C(CC[N+](C)(C)C)NC(C=C)=O